C(C1=CC=CC=C1)OC(=O)NCCCC[C@H](NC(CCOCCOCCOCCOCCOCCOCCOCCOCCNC(OC(C)(C)C)=O)=O)C(=O)OC(C)(C)C tert-butyl N6-((benzyloxy)carbonyl)-N2-(2,2-dimethyl-4-oxo-3,8,11,14,17,20,23,26,29-nonaoxa-5-azadotriacontan-32-oyl)lysinate